COC=1C=C2C(=NC(=NC2=CC1OC)C)NC(C)C1=CC=C(S1)C=1SC(=CC1)CO (5'-{1-[(6,7-dimethoxy-2-methylquinazolin-4-yl)amino]ethyl}-2,2'-bithiophen-5-yl)methanol